lithium 9,9'-spirobifluorene C1=CC=CC=2C3=CC=CC=C3C3(C12)C1=CC=CC=C1C=1C=CC=CC13.[Li]